3-chloro-6-(1-methyl-1H-pyrazol-4-yl)[1,2,4]triazolo[4,3-a]pyridine ClC1=NN=C2N1C=C(C=C2)C=2C=NN(C2)C